C(C)OC1=CC=C2C(=CC(OC2=C1)=O)C(F)(F)F 7-ethoxy-4-(trifluoromethyl)coumarin